COC(=O)C1=NC(=NC(=C1)Cl)Cl.C(C)C1=NNC(=C1)NC=1C(N(C=CC1)C)=O ethyl-5-((1-methyl-2-oxo-1,2-dihydropyridin-3-yl)amino)pyrazole methyl-2,6-dichloro-pyrimidine-4-carboxylate